N-(diphenylmethylene)-1-isopropyl-2-(4-(trifluoromethyl)benzyl)-1H-imidazo[4,5-b]pyridin-6-amine C1(=CC=CC=C1)C(=NC=1C=C2C(=NC1)N=C(N2C(C)C)CC2=CC=C(C=C2)C(F)(F)F)C2=CC=CC=C2